6-(benzyloxy)-1-(2-(5-fluoro-1H-indol-3-yl)ethyl)-7-methoxy-2-(piperidin-4-ylmethyl)-1,2,3,4-tetrahydroisoquinoline C(C1=CC=CC=C1)OC=1C=C2CCN(C(C2=CC1OC)CCC1=CNC2=CC=C(C=C12)F)CC1CCNCC1